C(C)(C)(C)OC(=O)N1CC2(CC1C)CC=1C(=CN=C(C1)Cl)O2 5-chloro-5'-methyl-3H-spiro[furo[2,3-c]pyridine-2,3'-pyrrolidine]-1'-carboxylic acid tert-butyl ester